(2S,6R)-2-((benzyloxy)methyl)-6-((tert-butyldimethylsilyl)oxy)-1,4-oxazepane-4-carboxylic acid tert-butyl ester C(C)(C)(C)OC(=O)N1C[C@H](OC[C@@H](C1)O[Si](C)(C)C(C)(C)C)COCC1=CC=CC=C1